C(C1=CC=CC=C1)N1CCN(CC1)C[C@H](CO)C(=O)OC(C)(C)C tert-butyl (R)-(1-(4-benzylpiperazin-1-yl)-3-hydroxypropan-2-yl)carboxylate